N1=C(N=CC=C1)N1C=CC2=CC(=CC=C12)Cl 1-(2-pyrimidyl)-5-chloroindole